9,10-Diisocyanoanthracene [N+](#[C-])C=1C2=CC=CC=C2C(=C2C=CC=CC12)[N+]#[C-]